C(C)(C)[Al](C(C)C)C(C)C tri-isopropylaluminum